3,6,9,15-tetraazabicyclo[9.3.1]pentadecan-1(15),11,13-triene C1=2CNCCNCCNCC(=CC=C1)N2